CC(C(=O)O[C@H](C)OCC([C@H](C[C@H]1C(NCC1)=O)NC([C@@H](NC(=O)C=1NC2=CC=CC(=C2C1)OC)CC(C)C)=O)=O)(C)C (1R)-1-({(3S)-3-({N-[(4-methoxy-1H-indol-2-yl)carbonyl]-L-leucyl}amino)-2-oxo-4-[(3S)-2-oxopyrrolidin-3-yl]butyl}oxy)ethyl 2,2-dimethylpropanoate